N1=C(C=CC=C1)COC=1C=C(C=CC1)C1=NN(C=C1CC1=CC=C(C=C1)S(N)(=O)=O)C=1SC=C(N1)C(=O)O 2-(3-(3-(pyridin-2-ylmethoxy)phenyl)-4-(4-sulfamoylbenzyl)-1H-pyrazol-1-yl)thiazole-4-carboxylic acid